ClC1=CC=C(C=C1)C1=CN=C(O1)CSC1=NC(=CC=N1)C 2-({[5-(4-chlorophenyl)-1,3-oxazol-2-yl]methyl}sulfanyl)-6-methylpyrimidin